((2-nitro-6-(trifluoromethyl)phenyl)amino)azacycloheptane-1-carboxylate [N+](=O)([O-])C1=C(C(=CC=C1)C(F)(F)F)NC1N(CCCCC1)C(=O)[O-]